C1(CC1)N1[C@H](CN(CC1)C(=O)C1=CC=C(C=C1)[C@@H]1CC2(CC(C2)C#N)CCN1CC1=C2C=CNC2=C(C=C1OC)C)CO (2R,4s,6S)-6-(4-((R)-4-cyclopropyl-3-(hydroxymethyl)piperazine-1-carbonyl)phenyl)-7-((5-methoxy-7-methyl-1H-indol-4-yl)methyl)-7-azaspiro[3.5]nonane-2-carbonitrile